C(C)(C)(C)OC(=O)N1CCN(CC1)C1=NC=C(C=C1)Cl 4-(5-Chloropyridin-2-yl)piperazine-1-carboxylic acid tert-butyl ester